C(C)(C)(C)OC(=O)N1C(CNCC1)CC(=O)NC1=C(C=NC=C1)O (2-((3-hydroxypyridin-4-yl)amino)-2-oxoethyl)piperazine-1-carboxylic acid tert-butyl ester